(S)-3-isobutoxy-4-(((8-methyl-4-oxochroman-7-yl)oxy)(pyridin-4-yl)methyl)benzamide C(C(C)C)OC=1C=C(C(=O)N)C=CC1[C@H](C1=CC=NC=C1)OC1=CC=C2C(CCOC2=C1C)=O